CC(C)(COP(=O)([O-])OP(=O)([O-])OC[C@@H]1[C@H]([C@H]([C@@H](O1)N2C=NC3=C(N=CN=C32)N)O)OP(=O)([O-])[O-])[C@H](C(=O)NCCC(=O)NCCSC(=O)C[C@H](C4=CC=CC=C4)[NH3+])O The molecule is an acyl-CoA oxoanion arising from deprotonation of phosphate and diphosphate functions as well as protonation of the amino group of (3R)-3-ammonio-3-phenylpropanoyl-CoA(3-). It is the major microspecies at pH 7.3 (according to Marvin v 6.2.0.). It is a conjugate base of a (3R)-3-amino-3-phenylpropanoyl-CoA.